ClC1=NC=C(C=N1)[C@H]1N([C@@H](CC2=C1NC1=CC=CC=C21)C)CC(C)(C)F (1R,3R)-1-(2-chloropyrimidin-5-yl)-2-(2-fluoro-2-methylpropyl)-3-methyl-2,3,4,9-tetrahydro-1H-pyrido[3,4-b]indole